5-(3-(1-benzyl-1H-pyrazol-3-yl)phenyl)pyridin-3-amine C(C1=CC=CC=C1)N1N=C(C=C1)C=1C=C(C=CC1)C=1C=C(C=NC1)N